NC1=C(C=CC(=C1F)NCC1=CC=C(C=C1)O)NC(CCCCCCCCC)=O N-(2-amino-3-fluoro-4-((4-hydroxybenzyl)amino)phenyl)decanamide